FC=1C=C(CC2=CC(=NC=C2)N2N=C(C=C2CO)C(=O)N)C=C(C1)C(F)(F)F 1-(4-(3-fluoro-5-(trifluoromethyl)benzyl)pyridin-2-yl)-5-(hydroxymethyl)-1H-pyrazole-3-carboxamide